[Na].C(C)C(COC(C(CC(=O)OCC(CCCC)CC)S(=O)(=O)O)=O)CCCC 1,4-bis(2-ethylhexyloxy)-1,4-dioxobutane-2-sulfonic acid sodium